Cl.FC(C=1C=C2C=CC(=NC2=CC1)C(CN)N)(F)F 1-(6-(trifluoromethyl)quinolin-2-yl)ethane-1,2-diamine hydrochloride